N1C(=NC=C1)C1=CC=C(C=N1)N1CCN(CC1)CC1=CC(=NC=C1)NC(=O)NCC 1-(4-((4-(6-(1H-imidazol-2-yl)pyridin-3-yl)piperazin-1-yl)methyl)pyridin-2-yl)-3-ethylurea